C(C)(=O)OCC=CCCCCCCC 2-Decenyl acetate